(2S,5R)-5-[4-(4-trifluoromethylphenyl)phenyl]-4-methyl-1H-pyrrole FC(C1=CC=C(C=C1)C1=CC=C(C=C1)C1=C(C=CN1)C)(F)F